C(C)(C)(C)OC(=O)N1C([C@@]2(C3=CC(=CC=C13)OC)[C@@H](C2)C2=CC=C1C(=NN(C1=C2)C(=O)OC(C)(C)C)NC2=NC1=CC=CC=C1C=C2OC)=O (1R,2S)-2-[1-(tert-butoxycarbonyl)-3-[(3-methoxyquinolin-2-yl)amino]indazol-6-yl]-5'-methoxy-2'-oxospiro[cyclopropane-1,3'-indole]-1'-carboxylic acid tert-butyl ester